BrC=1C=NC(=NC1)C=1C(=NC=CN1)C(C)NC(C1=CC(=CC(=C1)C(F)(F)F)C1CC1)=O N-[1-[3-(5-bromopyrimidin-2-yl)pyrazin-2-yl]ethyl]-3-cyclopropyl-5-(trifluoromethyl)benzamide